C(C)C1=C(C=CC=C1)NC(CCC)=O N-(o-ethylphenyl)butanamide